BrC=1C=C2C=NN(C2=CC1OCC1=NOC=C1)C(=O)OC(C)(C)C tert-butyl 5-bromo-6-(isoxazol-3-ylmethoxy)-1H-indazole-1-carboxylate